N-(4-(2-amino-5-(3,4-dimethoxyphenyl)pyridin-3-yl)-2,5-difluorophenyl)-6-(4-fluorophenyl)-5,7-dioxo-2,3,5,7,11,11a-hexahydrooxazolo[3,2-a]pyrido[1,2-d]pyrazine-8-carboxamide NC1=NC=C(C=C1C1=CC(=C(C=C1F)NC(=O)C=1C(C(=C2N(CC3N(C2=O)CCO3)C1)C1=CC=C(C=C1)F)=O)F)C1=CC(=C(C=C1)OC)OC